CC1=CC=CC2=C1N=C(S2)SC 4-methyl-2-(methylthio)benzo[d]thiazole